(2R)-N-((R or S)-(3-chloro-2,4-difluoro-phenyl)(6-(difluoro-methyl)pyridin-3-yl)methyl)-2-methyl-3-oxopiperazine-1-carboxamide ClC=1C(=C(C=CC1F)[C@H](NC(=O)N1[C@@H](C(NCC1)=O)C)C=1C=NC(=CC1)C(F)F)F |o1:8|